3-(5-bromo-2-oxo-1,2-dihydro-indol-3-ylidenemethyl)-4,5,6,7-tetrahydro-2H-isoindole-1-carboxylic acid methyl ester COC(=O)C=1NC(=C2CCCCC12)C=C1C(NC2=CC=C(C=C12)Br)=O